ClC1=NC=C(C(=C1)N1C(C(=C(C=C1C)O)Cl)=O)OC 2',3-dichloro-4-hydroxyl-5'-Methoxy-6-methyl-2H-[1,4'-bipyridyl]-2-one